4-amino-1-[(2R,4S,5R)-4-[(tert-butyldimethylsilyl)oxy]-5-{[(tert-butyldimethylsilyl)oxy]methyl}-5-(chloromethyl)oxolan-2-yl]pyrimidin-2-one NC1=NC(N(C=C1)[C@@H]1O[C@]([C@H](C1)O[Si](C)(C)C(C)(C)C)(CCl)CO[Si](C)(C)C(C)(C)C)=O